C[N+]1(CCCCC1)CCCCCC N-methylhexylpiperidinium